C(#N)C1=CC(=C(C=C1)NC(=O)C1CCC2C3CCC4CC(CCC4(C3CCC12C)CC)(O)COCC)C N-(4-cyano-2-methylphenyl)-3-(ethoxymethyl)-10-ethyl-3-hydroxy-13-methylhexadecahydro-1H-cyclopenta[a]phenanthrene-17-carboxamide